5-(2H-1,2,3-triazol-2-yl)pyridine-2-sulfonyl chloride N=1N(N=CC1)C=1C=CC(=NC1)S(=O)(=O)Cl